N-[[6-[2-(2-pyridyl)acetyl]-6-azaspiro[2.5]octan-2-yl]methyl]-1H-pyrrolo[3,2-c]pyridine-2-carboxamide N1=C(C=CC=C1)CC(=O)N1CCC2(C(C2)CNC(=O)C2=CC=3C=NC=CC3N2)CC1